N1C=CC2=C(C=CC=C12)C(C)N1N=C(C=C1C(=O)NC1CCC(CC1)O)C(=O)NC 1-(1-(1H-Indol-4-yl)ethyl)-N5-((1r,4r)-4-hydroxycyclohexyl)-N3-methyl-1H-pyrazole-3,5-dicarboxamide